methyl 1-((methylsulfonyl)methyl)-1H-imidazole-5-carboxylate CS(=O)(=O)CN1C=NC=C1C(=O)OC